ClC=1C=C(C(=NC1)OC)NC(=O)NC1CC2(CN(C2)C(=O)C2=C3N(N=C2)C=CN3C)C1 1-(5-chloro-2-methoxypyridin-3-yl)-3-(2-(1-methyl-1H-imidazo[1,2-b]pyrazole-7-carbonyl)-2-azaspiro[3.3]heptan-6-yl)urea